4-phosphono-L-phenylalanine P(=O)(O)(O)C1=CC=C(C[C@H](N)C(=O)O)C=C1